C1(=CC=CC=C1)C=1C2=CC=CC=C2C(=C2C=CC(=CC12)B(O)O)C1=CC=CC=C1 9,10-diphenylanthracene-2-boronic acid